(2-chlorophenyl)-3-hydroxypropyl-carbamic acid tert-butyl ester C(C)(C)(C)OC(N(CCCO)C1=C(C=CC=C1)Cl)=O